di-tert-butyl (azanediylbis(2-methylbutane-4,2-diyl))dicarbamate N(CCC(C)(C)NC(OC(C)(C)C)=O)CCC(C)(C)NC(OC(C)(C)C)=O